C1C(CCCC1)C=1C=CC=C2C1C(=O)OC2=O 2-cyclohexanephthalic anhydride